Dibenzylglycine C(C1=CC=CC=C1)N(CC(=O)O)CC1=CC=CC=C1